2-(dicyclohexylphosphino)benzaldehyde C1(CCCCC1)P(C1=C(C=O)C=CC=C1)C1CCCCC1